(4R)-3-[[2-(Difluoromethoxy)-5-[3-(difluoromethoxy)-4-fluoro-phenyl]-3-pyridyl]methyl]-4-methyl-oxazolidin-2-one FC(OC1=NC=C(C=C1CN1C(OC[C@H]1C)=O)C1=CC(=C(C=C1)F)OC(F)F)F